2,4-bis(benzenesulfonyl)-5-methyl-phenol C1(=CC=CC=C1)S(=O)(=O)C1=C(C=C(C(=C1)S(=O)(=O)C1=CC=CC=C1)C)O